O1C(=CC=C1)CS furan-2-yl-methyl mercaptan